acrylic acid chlorophenyl ester ClC1=C(C=CC=C1)OC(C=C)=O